(2s,3r)-2,4-dibromo-3-hydroxy-butanoic acid methyl ester COC([C@H]([C@@H](CBr)O)Br)=O